ONC(CCCCCCC=O)=O N-hydroxy-8-oxooctanoic acid amide